CN(CCC1=CNC=2C(=CC=C(C12)O)C)C 3-[2-(dimethylamino)ethyl]-7-methylindol-4-ol